(S)-1'-(5-amino-3-(2,3-dichlorophenyl)-1,6-naphthyridin-7-yl)-1,3-dihydrospiro[inden-2,4'-piperidin]-1-amine NC1=C2C=C(C=NC2=CC(=N1)N1CCC2(CC1)[C@@H](C1=CC=CC=C1C2)N)C2=C(C(=CC=C2)Cl)Cl